(2R,2'R,5R,5'R)-2,2',5,5'-Tetramethyl-1,1'-(o-phenylen)diphospholan C[C@H]1P([C@@H](CC1)C)C1=C(C=CC=C1)P1[C@@H](CC[C@H]1C)C